benzyl (2S)-4-[8-(8-chloro-1-naphthyl)-2-[[(2S)-1-methylpyrrolidin-2-yl] methoxy]-5,6,7,9-tetrahydropyrimido[4,5-c]azepin-4-yl]-2-(cyanomethyl)piperazine-1-carboxylate ClC=1C=CC=C2C=CC=C(C12)N1CC2=C(CCC1)C(=NC(=N2)OC[C@H]2N(CCC2)C)N2C[C@@H](N(CC2)C(=O)OCC2=CC=CC=C2)CC#N